ClC1=CC=C(C(=N1)NC1CC1)N 6-chloro-N2-cyclopropylpyridine-2,3-diamine